1-{4-[3-(propan-2-yl)imidazo[1,2-a]pyridin-6-yl]benzenesulfonyl}-N-[4-(trifluoromethoxy)phenyl]piperidin-4-amine CC(C)C1=CN=C2N1C=C(C=C2)C2=CC=C(C=C2)S(=O)(=O)N2CCC(CC2)NC2=CC=C(C=C2)OC(F)(F)F